CC(C(=O)O)C/C(/C)=N/O.COC(CC/C(/C)=N/O)=O (E)-4-(hydroxyimino)-pentanoic acid methyl ester (methyl (E)-4-(hydroxyimino)-pentanoate)